(1R,3S,5R)-2-(2-(4-amino-6-fluoro-7-methoxy-9H-pyrimido[4,5-b]indol-9-yl)acetyl)-N-(6-bromopyridin-2-yl)-2-azabicyclo[3.1.0]hexane-3-carboxamide NC1=NC=NC=2N(C3=CC(=C(C=C3C21)F)OC)CC(=O)N2[C@@H]1C[C@@H]1C[C@H]2C(=O)NC2=NC(=CC=C2)Br